sodium bicyclo[2.2.1]heptanedicarboxylate C12(C(CC(CC1)C2)C(=O)[O-])C(=O)[O-].[Na+].[Na+]